3-(cyclopropylmethoxy)-4-(difluoromethoxy)benzoic acid C1(CC1)COC=1C=C(C(=O)O)C=CC1OC(F)F